COC1=CC=C(C=C1)N1C(N(CC1)CC1=CC(=C(OC(C(=O)O)(C)C)C(=C1)C)C)=O 2-(4-((3-(4-methoxyphenyl)-2-oxoimidazolin-1-yl)methyl)-2,6-dimethylphenoxy)-2-methylpropanoic acid